5-{2-[5-fluoro-2-(7-methylquinoline-8-sulfonamido)phenyl]ethynyl}-3-methylpyridine-2-carboxylic acid FC=1C=CC(=C(C1)C#CC=1C=C(C(=NC1)C(=O)O)C)NS(=O)(=O)C=1C(=CC=C2C=CC=NC12)C